tert-butyl 4-((4-(6-((6-acetyl-8-cyclopentyl-5-methyl-7-oxo-7,8-dihydropyrido[2,3-d]pyrimidin-2-yl)amino)pyridin-3-yl)piperazin-1-yl)methyl)piperidine-1-carboxylate C(C)(=O)C1=C(C2=C(N=C(N=C2)NC2=CC=C(C=N2)N2CCN(CC2)CC2CCN(CC2)C(=O)OC(C)(C)C)N(C1=O)C1CCCC1)C